CC(C(=O)C1=C(C=C(C=C1)C)OS(=O)(=O)O)(C)N1CCOCC1 2-methyl-1-(4-methylsulfoxyphenyl)-2-morpholino-1-propanone